O1C=CC2=C1C=CC(=C2)S(=O)(=O)N2CC1=C(C2)CN(C1)C(=O)NCCC1=CC=C(C=C1)F 5-(1-benzofuran-5-sulfonyl)-N-[2-(4-fluorophenyl)ethyl]-1H,2H,3H,4H,5H,6H-pyrrolo[3,4-c]pyrrole-2-carboxamide